6-(Benzyloxy)-2-(cyclobutylmethyl)-1-(4-(4-(dimethoxymethyl)piperidin-1-yl)phenyl)-1,2,3,4-Tetrahydronaphthalene-1-ol C(C1=CC=CC=C1)OC=1C=C2CCC(C(C2=CC1)(O)C1=CC=C(C=C1)N1CCC(CC1)C(OC)OC)CC1CCC1